O=C1NC(CC(C1)C(=O)NCC1=CC=C(C=C1)NC1=CC=C(C=C1)N1CCC(CC1)CCC)=O 2,6-Dioxo-N-(4-((4-(4-propylpiperidin-1-yl)phenyl)amino)benzyl)piperidine-4-carboxamide